CC1(NC(N(C(C1)=O)[C@@H](C1=CC(=CC=C1)C(N[C@@H](C)C1=CC=CC=C1)=O)C1=CC=CC=C1)=NC(OC(C)(C)C)=O)C (R)-tert-butyl (4,4-dimethyl-6-oxo-1-(phenyl(3-(((S)-1-phenylethyl)carbamoyl)phenyl)methyl)tetrahydropyrimidin-2(1H)-ylidene)carbamate